C(CCC)OC(=O)N1CC2(C[C@H]1C(=O)O)C(NC1=C(O2)C=CC=C1)=O (5'S)-1'-(Z-butoxycarbonyl)-3-oxo-3,4-dihydrospiro[benzo[b][1,4]oxazine-2,3'-pyrrolidine]-5'-carboxylic acid